(E)-N-benzylidene-4-methylbenzenesulfonamide C(/C1=CC=CC=C1)=N\S(=O)(=O)C1=CC=C(C=C1)C